[Si](C)(C)(C(C)(C)C)OC[C@H]1C[C@H]([C@H]2[C@@H]1OC(O2)(C)C)N2C=CC1=C2N=C(N=C1NC)Cl 7-((3as,4R,6R,6aR)-6-(((tert-butyldimethylsilyl)oxy)methyl)-2,2-dimethyltetrahydro-4H-cyclopenta[d][1,3]dioxol-4-yl)-2-chloro-N-methyl-7H-pyrrolo[2,3-d]pyrimidin-4-amine